Benzyl (6R)-6-({2-[3-(dimethylamino) phenyl] [1,2,4]triazolo[1,5-c]quinazolin-5-yl} amino)-5-oxo-1,4-diazacycloheptane-1-carboxylate CN(C=1C=C(C=CC1)C1=NN2C(=NC=3C=CC=CC3C2=N1)N[C@H]1C(NCCN(C1)C(=O)OCC1=CC=CC=C1)=O)C